O=C(C(=O)O)CC(=O)O alpha-Ketosuccinic acid